2-({7-amino-1-oxo-4-[3-(thiophen-2-yl)-1H-indazol-5-yl]-2,3-dihydro-1H-isoindol-2-yl}methyl)-N-(propan-2-yl)prop-2-enamide NC=1C=CC(=C2CN(C(C12)=O)CC(C(=O)NC(C)C)=C)C=1C=C2C(=NNC2=CC1)C=1SC=CC1